COC=1C=C(C=CC1OC)C=1N=C2N(C(C1)=O)C=C(C=C2)N2CCN(CC2)C 2-(3,4-dimethoxyphenyl)-7-(4-methylpiperazin-1-yl)-4H-pyrido[1,2-a]pyrimidin-4-one